ClC1=NC=C(C(=N1)N1[C@H](COC2(CC2)C1)C)F (6S)-7-(2-chloro-5-fluoropyrimidin-4-yl)-6-methyl-4-oxa-7-azaspiro[2.5]octane